COC1=CC=C2CC/C(/C2=C1)=C\C1N(CCC1)C 2-[(E)-(6-Methoxy-1-indanylidene)methyl]-1-methylpyrrolidine